FC(C1=NN=C(O1)C1=C(C(=C(C=C1)CN1N=NC(=C1)C=1C=C2C=NC(=NC2=CC1)NCC)F)F)F 6-[1-[[4-[5-(Difluoromethyl)-1,3,4-oxadiazol-2-yl]-2,3-difluorophenyl]methyl]triazol-4-yl]-N-ethylquinazolin-2-amine